O=C(CCC1=CC(=C(C=C1)OCCC(=O)O)OC)CC(CCC1=CC(=C(C=C1)OCCC(=O)O)OC)=O 3,3'-(((3,5-dioxoheptane-1,7-diyl)bis(2-methoxy-4,1-phenylene))bis(oxy))dipropanoic acid